C1(CCC1)N1N=CC(=C1)NC(=O)C=1N=C(SC1)C=1C=NN2C1OCCC2 N-(1-cyclobutyl-1H-pyrazol-4-yl)-2-(6,7-dihydro-5H-pyrazolo[5,1-b][1,3]oxazin-3-yl)-1,3-thiazole-4-carboxamide